7-methoxy-1',3'-dimethyl-6-(1-methyl-1H-pyrazol-4-yl)-7'-(tetrahydro-2H-pyran-4-yl)-3,4-dihydro-2H-[1,5'-biquinoline]-2'(1'H)-one COC1=C(C=C2CCCN(C2=C1)C=1C=2C=C(C(N(C2C=C(C1)C1CCOCC1)C)=O)C)C=1C=NN(C1)C